DIETHOXYETHYL SUCCINATE C(CCC(=O)[O-])(=O)OCC(OCC)OCC